C(C1=CC=CC=C1)OC(=O)N1CCC2(C[C@H](C[C@H]2NS(=O)C(C)(C)C)C(F)(F)F)CC1 (1R,3R)-1-[(2-methylpropane-2-sulfinyl)amino]-3-(trifluoromethyl)-8-azaspiro[4.5]decane-8-carboxylic acid benzyl ester